C(=C)C=1C=C(CN)C=CC1 3-vinylbenzylamine